FC(OC=1C=C(CBr)C=CC1)(F)F 3-(trifluoromethoxy)benzyl bromide